2-amino-3-(5-amino-1H-indol-3-yl)propanoic acid NC(C(=O)O)CC1=CNC2=CC=C(C=C12)N